CN1N=CC(=C1C1=CC=2N(C=C1)N=C(C2)NC(=O)C2CC2)CO[C@@H]2CN(CC2)C N-[5-[2-methyl-4-[[(3S)-1-methylpyrrolidin-3-yl]oxymethyl]pyrazol-3-yl]pyrazolo[1,5-a]pyridin-2-yl]cyclopropanecarboxamide